3-bromo-1,1-difluoro-propan-2-ol BrCC(C(F)F)O